(2S)-2-methyl-5-(5-(trifluoromethyl)pyridin-2-yl)morpholine hydrochloride Cl.C[C@H]1CNC(CO1)C1=NC=C(C=C1)C(F)(F)F